8,9-Bis(hydroxymethyl)tricyclo[5.2.1.02,6]decan OCC1C2C3CCCC3C(C1CO)C2